FC(C(=O)N)(F)F Trifluoroacetamide